6-hydroxy-2,3-dihydroindol-1-ium-2-carboxylate OC1=CC=C2CC([NH2+]C2=C1)C(=O)[O-]